4-(dipyridoylamino)cyclohexanone N1=C(C=CC=C1)C(=O)N(C1CCC(CC1)=O)C(=O)C1=NC=CC=C1